6-chloro-N-(methyl-d3)-4-((2,4,5-trimethyl-4,5-dihydro-2H-[1,2,3]triazolo[4,5-c]quinolin-6-yl)amino)nicotinamide ClC1=NC=C(C(=O)NC([2H])([2H])[2H])C(=C1)NC1=CC=CC=2C=3C(C(N(C12)C)C)=NN(N3)C